[6-[3-(1-hydroxycyclopropyl)-1H-1,2,4-triazol-5-yl]-2-azaspiro[3.3]heptan-2-yl]-[6-[[1-methyl-5-(trifluoromethyl)pyrazol-4-yl]methyl]-2-azaspiro[3.3]heptan-2-yl]methanone OC1(CC1)C1=NNC(=N1)C1CC2(CN(C2)C(=O)N2CC3(C2)CC(C3)CC=3C=NN(C3C(F)(F)F)C)C1